ClC1=C(C=C(C(=O)N2CCC3(CCN(CC3)C[C@@H]3C(CN(CC3)C(=O)OC(C)(C)C)(F)F)CC2)C=C1C)N1C(NC(CC1)=O)=O tert-butyl (R)-4-((9-(4-chloro-3-(2,4-dioxotetrahydropyrimidin-1(2H)-yl)-5-methylbenzoyl)-3,9-diazaspiro[5.5]undecan-3-yl)methyl)-3,3-difluoropiperidine-1-carboxylate